(R)-N-(2-(4-(4-cyclopropylpiperazin-1-yl)piperidin-1-yl)-5-((6-(3-(2-fluoro-5-(3-fluorophenoxy)phenyl)isoxazolidin-2-yl)pyrimidin-4-yl)amino)-4-methoxyphenyl)acrylamide C1(CC1)N1CCN(CC1)C1CCN(CC1)C1=C(C=C(C(=C1)OC)NC1=NC=NC(=C1)N1OCC[C@@H]1C1=C(C=CC(=C1)OC1=CC(=CC=C1)F)F)NC(C=C)=O